NC(C(C(CC1CC1)NC(=O)[C@@H]1[C@H]2C([C@H]2CN1C(C(C1COCC1)NC(C(C)C)=O)=O)(C)C)=O)=O (1R,2S,5S)-N-(4-Amino-1-cyclopropyl-3,4-dioxobutan-2-yl)-3-(2-isobutyramido-2-(tetrahydrofuran-3-yl)acetyl)-6,6-dimethyl-3-azabicyclo[3.1.0]hexane-2-carboxamide